N1(CCNCCC1)C1=NC2=C(C=C(C3=NC=4C=CC=CC4N23)C(=O)O)C=C1 2-[1,4]Diazepan-1-yl-1,7,11b-triaza-benzo[c]fluorene-6-carboxylic acid